2-((4-((R)-2-(4-chloro-2-fluorophenyl)-2H-chromene-8-yl)piperidin-1-yl)methyl)-3-(((S)-oxetan-2-yl)methyl)-3H-imidazo[4,5-b]pyridine ClC1=CC(=C(C=C1)[C@@H]1OC2=C(C=CC=C2C=C1)C1CCN(CC1)CC1=NC=2C(=NC=CC2)N1C[C@H]1OCC1)F